trans-4-[5-(4-[[4-(piperidin-4-yl)piperazin-1-yl]methyl]phenyl)-2-[(3,3,3-trifluoropropyl)amino]-7H-pyrrolo[2,3-d]pyrimidin-7-yl]cyclohexan-1-ol hydrochloride Cl.N1CCC(CC1)N1CCN(CC1)CC1=CC=C(C=C1)C1=CN(C=2N=C(N=CC21)NCCC(F)(F)F)[C@@H]2CC[C@H](CC2)O